CC1=C(C(=NC=C1)C1(CC1)C(F)(F)F)C(=O)OCC Ethyl 4-methyl-2-[1-(trifluoromethyl)cyclopropyl]pyridine-3-carboxylate